C[C@@H]1N(CCC1)C(=O)O[C@H]1C[C@H](CC1)C1=CC(=NN1)NC(CC=1SC=C(N1)C)=O (1R,3S)-3-(3-{[(4-methyl-1,3-thiazol-2-yl)acetyl]-amino}-1H-pyrazol-5-yl)-cyclopentyl (2S)-2-meth-ylpyrrolidine-1-carboxylate